N-(3-(1-(4-(5-(difluoromethyl)-1,3,4-oxadiazol-2-yl)benzyl)-1H-1,2,3-triazol-4-yl)phenyl)acetamide FC(C1=NN=C(O1)C1=CC=C(CN2N=NC(=C2)C=2C=C(C=CC2)NC(C)=O)C=C1)F